(3R,4R)-3-{[(5-fluoropyridin-2-yl)oxy]methyl}-4-methyl-2-[6-methyl-3-(pyrimidin-2-yl)pyridine-2-carbonyl]-2-azabicyclo[3.1.1]heptane FC=1C=CC(=NC1)OC[C@@H]1N(C2CC([C@H]1C)C2)C(=O)C2=NC(=CC=C2C2=NC=CC=N2)C